[3-(1-methanesulfonylcyclopropyl)-1,2,4-thiadiazole-5-carbonyl]oxylithium CS(=O)(=O)C1(CC1)C1=NSC(=N1)C(=O)O[Li]